N-[(4-cyanophenyl)methyl]-N'-(2-pyridinylmethyl)-N-(5,6,7,8-tetrahydro-8-quinolinyl)-1,4-benzenedimethanamine C(#N)C1=CC=C(C=C1)CN(CC1=CC=C(C=C1)CNCC1=NC=CC=C1)C1CCCC=2C=CC=NC12